ClC1=NC=2OC[C@@H]3CC[C@H](CN3C3=NC(=NC(=C1F)C32)S(=O)(=O)C)C#N (4r,7s)-12-chloro-13-fluoro-16-methylsulfonyl-9-oxa-2,11,15,17-tetraazatetracyclo[8.7.1.02,7.014,18]octadeca-1(17),10(18),11,13,15-pentaene-4-carbonitrile